CN1N=C(C=C1C)NC1=NC=C(C(=N1)C1=CNC2=C(C=CC=C12)N1C(C2=CC=CC(=C2C1)C1=CC=C(C#N)C=C1)=O)C 4-(2-(3-(2-((1,5-dimethyl-1H-pyrazol-3-yl)amino)-5-methylpyrimidin-4-yl)-1H-indol-7-yl)-1-oxoisoindolin-4-yl)benzonitrile